S(=O)(=O)(O)O.N[C@@H](CCCCN)C(=O)O mono-lysine sulfate salt